C1=CC=C2C=CC3=CC=CC4=CC=C1C2=C34.[Co] cobalt pyrene